COC(CCCCN1CCN(CC1)C=1C=C2C(N(C(C2=CC1)=O)C1C(NC(CC1)=O)=O)=O)OC 5-(4-(5,5-dimethoxypentyl)piperazin-1-yl)-2-(2,6-dioxopiperidin-3-yl)isoindoline-1,3-dione